(S*)-1-((S*)-7-fluoro-2,2-dimethylchroman-4-yl)ethane-1-sulfonamide FC1=CC=C2[C@H](CC(OC2=C1)(C)C)[C@H](C)S(=O)(=O)N |o1:5,13|